N(C(=N)N)C(C[C@@H](C[N+](C)(C)C)O)=O (S)-4-guanidino-2-hydroxy-N,N,N-trimethyl-4-oxobutan-1-aminium